(6-fluoro-2,4-bis(methylsulfonyl)-9H-pyrimido[4,5-b]indol-8-yl)(methyl-d3)carbamic acid tert-butyl ester C(C)(C)(C)OC(N(C([2H])([2H])[2H])C=1C=C(C=C2C3=C(NC12)N=C(N=C3S(=O)(=O)C)S(=O)(=O)C)F)=O